3-Bromopicolinic acid BrC=1C(=NC=CC1)C(=O)O